2-(((1R)-1-(2-cyano-7-methyl-3-((3,3,3-trifluoro-2-methylpropyl)-amino)quinoxalin-5-yl)ethyl)amino)-benzoic acid C(#N)C1=NC2=CC(=CC(=C2N=C1NCC(C(F)(F)F)C)[C@@H](C)NC1=C(C(=O)O)C=CC=C1)C